C(C)(C)(C)OC(=O)N1[C@@H](C[C@H](C1)NC(C1=CC=CC=C1)=O)C(N)=O (2S,4R)-4-benzoylamino-2-carbamoylpyrrolidine-1-carboxylic acid tert-butyl ester